CSC1=NN=C(S1)NC(=O)C1=NOC2=C1CCC=1C=CC=NC21 N-(5-(methylsulfanyl)-1,3,4-thiadiazol-2-yl)-4,5-dihydroisoxazolo[4,5-h]quinoline-3-carboxamide